FC(OC1=NC(=CC=C1NC(N(C1=C(C=CC=C1)C(C)C)C1CC(C1)C(=O)N)=O)C)F (1r,3r)-3-(3-(2-(difluoromethoxy)-6-methylpyridin-3-yl)-1-(2-isopropylphenyl)ureido)cyclobutane-1-carboxamide